C(C)(C)(C)OC(N(C[C@H]1NC(CC1)=O)CC1=C(C=C(C=C1OC)C1=NC=CC(=C1Cl)C1=C(C(=CC=C1)N)Cl)F)=O.BrC1=C(C=C(C=C1)Cl)C(OC)OC 1-bromo-4-chloro-2-(dimethoxymethyl)benzene tert-butyl-(S)-(4-(4-(3-amino-2-chlorophenyl)-3-chloropyridin-2-yl)-2-fluoro-6-methoxybenzyl)((5-oxopyrrolidin-2-yl)methyl)carbamate